FC1(CCN(CC1)C(CCCCCCNC=1C=C(C=CC1)C1C(NC(CC1)=O)=O)=O)F 3-(3-((7-(4,4-difluoropiperidin-1-yl)-7-oxoheptyl)amino)phenyl)piperidine-2,6-dione